6-chloro-2-(5-fluoro-3-pyridinyl)-9-isopropyl-purine ClC1=C2N=CN(C2=NC(=N1)C=1C=NC=C(C1)F)C(C)C